C1(CC1)C1=CC(=NN1)NC1=NC(=NC=C1)N1CC(CC1)C(=O)OC methyl 1-[4-[(5-cyclopropyl-1H-pyrazol-3-yl)amino]pyrimidin-2-yl]pyrrolidine-3-carboxylate